COC(CC1CCN(CC1)C1=CC=C(C=C1)[C@@H]1CN(CC1)C1=CC(=C(C#N)C=C1)C(F)(F)F)OC 4-[(3r)-3-[4-[4-(2,2-Dimethoxyethyl)-1-piperidyl]phenyl]pyrrolidin-1-yl]-2-(trifluoromethyl)benzonitrile